ClC1=C(C=CC=C1F)C1N(CCC1)C1=CC(=C(C(=O)N[C@H](C)\C=C\S(=O)(=O)C)C=C1)F 4-(2-(2-chloro-3-fluorophenyl)pyrrolidin-1-yl)-2-fluoro-N-((R,E)-4-(methylsulfonyl)but-3-en-2-yl)benzamide